BrC=1C(=C(C#N)C(=CC1CN1N=CC=C1)F)OC 3-bromo-6-fluoro-2-methoxy-4-[(1H-pyrazol-1-yl)methyl]benzonitrile